(S)-(4-fluoro-1-phenyl-4,4-bis(phenylsulfonyl)-2-butyl)carbamic acid tert-butyl ester C(C)(C)(C)OC(N[C@@H](CC1=CC=CC=C1)CC(S(=O)(=O)C1=CC=CC=C1)(S(=O)(=O)C1=CC=CC=C1)F)=O